C(C)(C)(C)OC(=O)N1CC=2N=C(N=C(C2CC1)O)SC 4-hydroxy-2-(methylthio)-5,8-dihydropyrido[3,4-d]pyrimidine-7(6H)-carboxylic acid tert-butyl ester